boron benzyl-triethylammonium hydride [H-].C(C1=CC=CC=C1)[N+](CC)(CC)CC.[B]